2-bromobenzo[d]isothiazol-3(2H)-one 1,1-dioxide BrN1S(C2=C(C1=O)C=CC=C2)(=O)=O